FC=1C=CC2=C(CCO2)C1CNC1=NC=C(C=2N1C=C(N2)C#N)C2=C(C=C(C=C2)C2NCCC2)C 5-(((5-fluoro-2,3-dihydrobenzofuran-4-yl)methyl)amino)-8-(2-methyl-4-(pyrrolidin-2-yl)phenyl)imidazo[1,2-c]pyrimidine-2-carbonitrile